trans-2-fluorocyclopropane-1-carboxylic acid F[C@H]1[C@@H](C1)C(=O)O